tert-butyl 2-(1-ethoxyvinyl)-4-[4-fluoro-2-(trifluoromethyl) phenoxy]-5h,6h,7h,8h-pyrido[3,4-d]pyrimidine-7-carboxylate C(C)OC(=C)C=1N=C(C2=C(N1)CN(CC2)C(=O)OC(C)(C)C)OC2=C(C=C(C=C2)F)C(F)(F)F